trans-4-pentylcyclohexanecarboxylic acid C(CCCC)[C@@H]1CC[C@H](CC1)C(=O)O